cis-6-fluoro-1-(3-((1S,3S)-3-methyl-1-(4-methyl-4H-1,2,4-triazol-3-yl)cyclobutyl)phenyl)-4-(((1-methylcyclobutyl)amino)methyl)benzo[cd]indol-2(1H)-one FC=1C=2C3=C(C(N(C3=CC1)C1=CC(=CC=C1)C1(CC(C1)C)C1=NN=CN1C)=O)C=C(C2)CNC2(CCC2)C